C(C=C)(=O)N1C[C@@H](N(CC1)C=1C2=C(N(C(N1)=O)C=1C(=NC=CC1C)C(C)C)N=C(C(=C2)F)C2=C(C=CC=C2F)OCCC#C)C 4-((S)-4-propenoyl-2-methylpiperazin-1-yl)-7-(2-(but-3-yn-1-yloxy)-6-fluorophenyl)-6-fluoro-1-(2-isopropyl-4-methylpyridin-3-yl)pyrido[2,3-d]pyrimidin-2(1H)-one